dibutyl-N',N''-bis(1,2,2,6,6-pentamethyl-4-piperidinyl)-1,3,5-triazine-2,4,6-triamine C(CCC)N(C1=NC(=NC(=N1)NC1CC(N(C(C1)(C)C)C)(C)C)NC1CC(N(C(C1)(C)C)C)(C)C)CCCC